4-{[4-ethyl-2-(trifluoromethyl)phenyl]methoxy}-3-methoxybenzaldehyde C(C)C1=CC(=C(C=C1)COC1=C(C=C(C=O)C=C1)OC)C(F)(F)F